O[C@H]1C[C@@H](O[C@@H]1CO)N1C=2N=CN3C(C2N=C1)=NC=C3CC(CCCCC)=O 1-(3-((2R,4S,5R)-4-hydroxy-5-(hydroxymethyl)tetrahydrofuran-2-yl)-3H-imidazo[2,1-i]purin-7-yl)heptan-2-one